N-[[5-(hydroxymethyl)-8-[4-(trifluoromethoxy)phenyl]-6-quinolyl]methyl]-N-methyl-prop-2-enamide OCC1=C2C=CC=NC2=C(C=C1CN(C(C=C)=O)C)C1=CC=C(C=C1)OC(F)(F)F